([2-(azepan-1-yl)-4-nitrophenyl])-(4-propylpiperazin-1-yl)methanone N1(CCCCCC1)C1=C(C=CC(=C1)[N+](=O)[O-])C(=O)N1CCN(CC1)CCC